4-Benzoylbenzoic Acid Succinimidyl Ester C1(CCC(N1OC(C1=CC=C(C=C1)C(C1=CC=CC=C1)=O)=O)=O)=O